N-[(S)-(4,4-Difluorocyclohexyl){5-[{1R}-1-(2,2-difluoropropylcarbamoyl)-3,3,3-trifluoropropyl]-4-fluoro-1H-benzimidazol-2-yl}methyl]-2-isopropyl-1,2,4-triazole-3-carboxamide FC1(CCC(CC1)[C@H](NC(=O)C=1N(N=CN1)C(C)C)C1=NC2=C(N1)C=CC(=C2F)[C@@H](CC(F)(F)F)C(NCC(C)(F)F)=O)F